iridium (III) bis(1-phenylisoquinoline) C1(=CC=CC=C1)C1=NC=CC2=CC=CC=C12.C1(=CC=CC=C1)C1=NC=CC2=CC=CC=C12.[Ir+3]